OC[C@@H](C1=CC=CC=C1)N[C@H](C#N)C1(CCOCC1)C (S)-2-(((R)-2-hydroxy-1-phenylethyl)amino)-2-(4-methyltetrahydro-2H-pyran-4-yl)acetonitrile